2'-O-propargyladenosine-3'-phosphate P(=O)(O)(O)O[C@H]1[C@H]([C@@H](O[C@@H]1CO)N1C=NC=2C(N)=NC=NC12)OCC#C